NC=1C=2N(C=C(N1)C1=C(C=C(C=C1)CO)F)C(=CN2)C=2C=CC(=C(C2)S(=O)(=O)NC2CCC(CC2)(C)O)F 5-(8-amino-6-(2-fluoro-4-(hydroxymethyl)phenyl)imidazo[1,2-a]pyrazin-3-yl)-2-fluoro-N-((1r,4r)-4-hydroxy-4-methylcyclohexyl)benzenesulfonamide